dimethylaminobenzylidene-imidazolone CN(C)C=1C(NC(N1)=O)=CC1=CC=CC=C1